4-(2-(3-(1-methyl-1H-pyrazol-3-yl)phenyl)pyrido[3,2-d]pyrimidin-4-yl)morpholine CN1N=C(C=C1)C=1C=C(C=CC1)C=1N=C(C2=C(N1)C=CC=N2)N2CCOCC2